NC1=C2N(C(N(C2=NC=N1)C1CCN(CC1)CC1CCN(CC1)C1CCNCC1)=O)C1=CC=C(C=C1)OC1=CC=CC=C1 6-amino-9-(1-{[1,4'-bipiperidin]-4-ylmethyl}piperidin-4-yl)-7-(4-phenoxyphenyl)purin-8-one